[C@@H]12NC[C@@H](CC1)[C@H]2NC(OC(C)(C)C)=O tert-butyl (1R,4R,7R)-2-azabicyclo[2.2.1]heptan-7-ylcarbamate